2-benzoyl-5-(tert-butyl)-3-hydroxy-3-phenylisoindoline-1-one C(C1=CC=CC=C1)(=O)N1C(C2=CC=C(C=C2C1(C1=CC=CC=C1)O)C(C)(C)C)=O